ClC=1C=C(C(=O)NC(C)C=2N(N=C(N2)C#N)C2=NC=CC=N2)C=C(C1)C(F)(F)F 3-chloro-N-[1-(5-cyano-2-pyrimidin-2-yl-1,2,4-triazol-3-yl)ethyl]-5-(trifluoromethyl)benzamide